N1-(5,6-difluoro-1H-indol-3-yl)-N2-(2-(trifluoromethyl)benzyl)oxalamide FC=1C=C2C(=CNC2=CC1F)NC(C(=O)NCC1=C(C=CC=C1)C(F)(F)F)=O